C[C@@H]1COCCN1C1=NC(=NC(=C1)C1(CC1)S(=O)(=O)C)NC1=CC=NN1C(=O)OC(C)(C)C tert-butyl (R)-5-((4-(3-methylmorpholino)-6-(1-(methylsulfonyl) cyclopropyl) pyrimidin-2-yl) amino)-1H-pyrazole-1-carboxylate